FC(C1=CC(=C(CBr)C=C1)F)(F)F 4-trifluoromethyl-2-fluorobenzyl bromide